FC(OC1=C(C(=C(C=C1)NC=1C2=C(N=CN1)C=CC(=N2)N2[C@@H]1CN([C@H](C2)C1)C(=O)OC(C)(C)C)F)F)F tert-butyl (1S,4S)-5-(4-((4-(difluoromethoxy)-2,3-difluorophenyl)amino)pyrido[3,2-d]pyrimidin-6-yl)-2,5-diazabicyclo[2.2.1]heptane-2-carboxylate